COO[SiH3] Methoxyoxysilane